C(C(C)C)C1=CCC(C(C1)C)CCC=O 3-(4-isobutyl-6-methyl-cyclohex-3-en-1-yl)propanal